FC1=CC(=C(C=C1)N1CN(C(C2=CC(=CC=C12)C(F)(F)F)=O)C1=C(NC(C=C1)=O)C)C 1-(4-fluoro-2-methylphenyl)-3-(2-methyl-6-oxo-1,6-dihydropyridine-3-yl)-6-(trifluoromethyl)-2,3-dihydroquinazolin-4(1H)-one